(5-(2-hydroxy-4-(1H-pyrazol-4-yl)phenyl)pyrazin-2-yl)(2,2,6,6-tetramethylpiperidin-4-yl)methanon OC1=C(C=CC(=C1)C=1C=NNC1)C=1N=CC(=NC1)C(=O)C1CC(NC(C1)(C)C)(C)C